ethyl 1-methyl-2-(oxazolo[4,5-b]pyridin-2-ylamino)-1H-benzo[d]imidazole-5-carboxylate CN1C(=NC2=C1C=CC(=C2)C(=O)OCC)NC=2OC=1C(=NC=CC1)N2